4-acetoxy-3,5-di-tert-butylphenyl-anisole C(C)(=O)OC1=C(C=C(C=C1C(C)(C)C)C1=C(C=CC=C1)OC)C(C)(C)C